methyl 2-[3-chloro-6-methyl-5-(4,4,5,5-tetramethyl-1,3,2-dioxaborolan-2-yl)-2-pyridyl]-2-methyl-propanoate ClC=1C(=NC(=C(C1)B1OC(C(O1)(C)C)(C)C)C)C(C(=O)OC)(C)C